Chlorin C1CC2=NC1=CC3=CC=C(N3)C=C4C=CC(=N4)C=C5C=CC(=C2)N5